Nitroso-N-acetyl-DL-penicillamine N(=O)N([C@@H](C(C)(C)S)C(=O)O)C(C)=O |r|